O1CCC(CC1)=CCCO 3-tetrahydropyran-4-ylidenepropan-1-ol